Cl.N1=CC(=C2N1C=CC=N2)C#N Pyrazolo[1,5-a]Pyrimidine-3-carbonitrile hydrochloride